N-(4-Fluorophenyl)-2-{5-[(2R)-oxolan-2-carbonyl]-5,6,7,8-tetrahydro-1,5-naphthyridin-2-yl}propanamid FC1=CC=C(C=C1)NC(C(C)C1=NC=2CCCN(C2C=C1)C(=O)[C@@H]1OCCC1)=O